[(1R)-2,2,2-trifluoro-1-methyl-ethyl] 2-amino-4-methyl-thiazole-5-carboxylate NC=1SC(=C(N1)C)C(=O)O[C@@H](C(F)(F)F)C